(1R,2S,3R,4R)-3-(5'-aminocarbonyl-2'-fluoro-4-methoxy-[1,1'-biphenyl]-3-carboxamido)-6-(difluoromethylene)bicyclo[2.2.1]heptane-2-carboxylic acid methyl ester COC(=O)[C@H]1[C@@H]2C(C[C@H]([C@H]1NC(=O)C=1C=C(C=CC1OC)C1=C(C=CC(=C1)C(=O)N)F)C2)=C(F)F